1-(((5S,7S,8R)-3-(5-(2-Hydroxypropan-2-yl)pyrazin-2-yl)-8-methoxy-7-methyl-2-oxo-1-oxa-3-azaspiro[4.5]decan-7-yl)methyl)-1H-benzo[d]imidazole-6-carbonitrile OC(C)(C)C=1N=CC(=NC1)N1C(O[C@]2(C1)C[C@@]([C@@H](CC2)OC)(C)CN2C=NC1=C2C=C(C=C1)C#N)=O